ClC1=CC=C(CC2C(C(CC2)C(C)C)(O)CN2N=CN=C2)C=C1 2-(4-chlorobenzyl)-5-isopropyl-1-(1H-1,2,4-triazol-1-ylmethyl)-1-cyclopentanol